C(CCC(CCN)N)C(CCN)N (1,3-propylene)bis(1,3-propanediamine)